N-methyl-2-(3-((1-methyl-9-(1,2,3,6-tetrahydropyridin-4-yl)-6,7-dihydro-5H-benzo[c][1,2,3]triazolo[1,5-a]azepin-7-yl)amino)phenyl)acetamide 2,2,2-trifluoroacetate FC(C(=O)O)(F)F.CNC(CC1=CC(=CC=C1)NC1C2=C(C=3N(CC1)N=NC3C)C=CC(=C2)C=2CCNCC2)=O